2,2',2''-[(2S)-10-(carboxymethyl)-2-(4-{2-[2-(2-methoxyethoxy)ethoxy] ethoxy}benzyl)-1,4,7,10-tetraazacyclododecane-1,4,7-triyl]triacetate C(=O)(O)CN1CCN(CCN(C[C@@H](N(CC1)CC(=O)[O-])CC1=CC=C(C=C1)OCCOCCOCCOC)CC(=O)[O-])CC(=O)[O-]